S(C1[C@H](O)[C@@H](O)[C@@H](O)[C@H](O1)CO)C(C)(C)[2H] isopropyl-d1 thiogalactopyranoside